5-cyclopropyl-N-(4-(1-(cyclopropylmethyl)piperidin-4-yl)-6-morpholinopyridin-2-yl)pyrazin-2-amine C1(CC1)C=1N=CC(=NC1)NC1=NC(=CC(=C1)C1CCN(CC1)CC1CC1)N1CCOCC1